N-(6-bromo-3-methylpyridin-2-yl)-5-(hydroxymethyl)-2-azabicyclo[3.1.0]hexane-3-carboxamide BrC1=CC=C(C(=N1)NC(=O)C1NC2CC2(C1)CO)C